1-(4-amino-trans-cyclohexyl)-1-ethyl-3-(4-(hexyloxy)phenyl)urea N[C@@H]1CC[C@H](CC1)N(C(=O)NC1=CC=C(C=C1)OCCCCCC)CC